CN(CCC1=CNC2=CC=C(C=C12)OC([2H])([2H])[2H])C N,N-dimethyl-2-[5-(trideuteriomethoxy)-1H-indol-3-yl]eth-anamine